4-isopropyl-2-phenethyl-1,2,4-thiadiazole-3,5-dione C(C)(C)N1C(N(SC1=O)CCC1=CC=CC=C1)=O